CN1N=C2C=CC(=CC2=C1C(=O)O)OCC1=CC=NN1C 2-methyl-5-[(1-methyl-1H-pyrazol-5-yl)methoxy]-2H-indazole-3-carboxylic acid